1,1-bis(3,4-di-methylphenyl)ethane CC=1C=C(C=CC1C)C(C)C1=CC(=C(C=C1)C)C